C1(CC1)C1=CC(=NC=C1)[Sn](C)(C)C 4-cyclopropyl-2-(trimethylstannyl)pyridine